1,3-bis-(n-propylthio)-2-propanol C(CC)SCC(CSCCC)O